2-[1-(Pyridin-3-yl)azetidin-3-yl]-1-(4,6,7-trimethyl-1,3-dihydro-2H-pyrrolo[3,4-c]pyridin-2-yl)ethanon N1=CC(=CC=C1)N1CC(C1)CC(=O)N1CC=2C(=NC(=C(C2C1)C)C)C